C1(=CC(=CC=C1)C1=C(C=2C3=CC(=CC=C3C3=CC=C(C=C3C2C(=C1C=1C=C(C=C(C1)C1=CC=CC=C1)C1=CC=CC=C1)C1=CC=CC=C1)Br)Br)C1=CC=CC=C1)C1=CC=CC=C1 2-([1,1'-biphenyl]-3-yl)-3-([1,1':3',1''-terphenyl]-5'-yl)-6,11-dibromo-1,4-diphenyltriphenylene